tert-Butyl (2-(2-(2-(3-(1-(2,6-dioxopiperidin-3-yl)-3-methyl-2-oxo-2,3-dihydro-1H-benzo[d]imidazol-5-yl)propoxy)ethoxy)ethoxy)ethyl)carbamate O=C1NC(CCC1N1C(N(C2=C1C=CC(=C2)CCCOCCOCCOCCNC(OC(C)(C)C)=O)C)=O)=O